NC=1C=C(COC=2C=NC=C(C2)Cl)C=CC1 3-((3-aminobenzyl)oxy)-5-chloropyridine